(1R)-3,3-difluorocyclopentan-1-amine hydrochloride Cl.FC1(C[C@@H](CC1)N)F